C(C)(C)(C)OC(=O)N1CCN(CC1)C(CCCC(=O)O)=O 5-(4-(t-butoxycarbonyl)piperazin-1-yl)-5-oxopentanoic acid